1-(3-bromophenyl)-N-methyl-methanamine BrC=1C=C(C=CC1)CNC